4-(phenylthio)phenol C1(=CC=CC=C1)SC1=CC=C(C=C1)O